1-(2-methoxyethyl)-1H-benzo[d]imidazole COCCN1C=NC2=C1C=CC=C2